NC1=CC(=NN1C)C1=C2C=CC(=NC2=CC=C1)C(=O)NS(=O)(=O)C1=C(C=CC(=C1)C1(CCOCC1)C)OC 5-(5-amino-1-methyl-1H-pyrazol-3-yl)-N-((2-methoxy-5-(4-methyltetrahydro-2H-pyran-4-yl)phenyl)sulfonyl)quinoline-2-carboxamide